N,N-dimethyl-1-(5-ethyl-3-methoxy-2-tetradecoxyphenyl)methylamine-N-oxide C[N+](C)(CC1=C(C(=CC(=C1)CC)OC)OCCCCCCCCCCCCCC)[O-]